ClC1=CC=C(C=C1)[C@@]1(N(C(C2=CC(=CC(=C12)F)C(C)(C1CCN(CC1)C)O)=O)CC1=NC=C(C=C1)Cl)OCC1(CC1)CO (3R)-3-(4-Chlorophenyl)-2-[(5-chloropyridin-2-yl)methyl]-4-fluoro-6-[1-hydroxy-1-(1-methylpiperidin-4-yl)ethyl]-3-{[1-(hydroxymethyl)cyclopropyl]methoxy}-2,3-dihydro-1H-isoindol-1-on